4-(5-hydroxy-2-oxobenzo[d][1,3]oxathiol-7-yl)benzenaminium OC=1C=C(C2=C(SC(O2)=O)C1)C1=CC=C(C=C1)[NH3+]